C1(=CC=CC=C1)NC1=CC=2C3(C4=CC=CC=C4C2C=C1)C1=CC=CC=C1C=1C=CC=CC13 N-phenyl-9,9'-spirobifluorene-2-amine